NC1=C(C(=NN1C1(CC1)C)C1=CC=C(C=C1)C(C)C(NC1=NOC(=C1)CC(C)(C)C)=O)C(=O)N 5-Amino-3-[4-[1-[[5-(2,2-dimethylpropyl)-1,2-oxazol-3-yl]carbamoyl]ethyl]phenyl]-1-(1-methylcyclopropyl)pyrazole-4-carboxamide